ClC1=CN=C(S1)C=1C=C(C(=O)N[C@H](C)C=2C=NC(=NC2)C(F)(F)F)C=C(C1)OC[C@@H]1CNCCO1 3-(5-Chlorothiazol-2-yl)-5-[[(2S)-morpholin-2-yl]methoxy]-N-[(1R)-1-[2-(trifluoromethyl)pyrimidin-5-yl]ethyl]benzamide